1-(3-(3,6-difluoro-9H-carbazol-9-yl)-2-hydroxy-2-methylpropyl)-3-isopropyl-tetrahydro-pyrimidin-2(1H)-one FC=1C=CC=2N(C3=CC=C(C=C3C2C1)F)CC(CN1C(N(CCC1)C(C)C)=O)(C)O